S1C(=CC=C1)C(C#C)(O)C=1SC=CC1 1,1-di(2-thienyl)prop-2-yn-1-ol